(3E)-3-[2-(dimethylamino)ethylidene]-1-(4-{[3-methyl-4-(pyridin-3-yloxy)phenyl]amino}pyrido[3,4-d]pyrimidin-6-yl)pyrrolidin-2-one CN(C\C=C/1\C(N(CC1)C1=CC2=C(N=CN=C2NC2=CC(=C(C=C2)OC=2C=NC=CC2)C)C=N1)=O)C